The molecule is an alpha-diketone that is the 3,4-diketo derivative of 2-methyl-5-methylenefuran. It is a member of furans and an alpha-diketone. It is a tautomer of a 4-hydroxy-5-methyl-2-methylenefuran-3-one. CC1C(=O)C(=O)C(=C)O1